tert-butyl (1S,4S)-5-{7-chloro-6-cyclopropyl-2-[(oxan-4-yl)oxy]-8-[(1S)-1-phenylethoxy]quinazolin-4-yl}-2,5-diazabicyclo[2.2.1]heptane-2-carboxylate ClC1=C(C=C2C(=NC(=NC2=C1O[C@@H](C)C1=CC=CC=C1)OC1CCOCC1)N1[C@@H]2CN([C@H](C1)C2)C(=O)OC(C)(C)C)C2CC2